(S)-1-(3-ethoxy-4-methoxyphenyl)-2-(methylthio)ethane-1-amine C(C)OC=1C=C(C=CC1OC)[C@@H](CSC)N